O1-tert-butyl O2-methyl (2S,4S)-4-[3-[2-[4-(1,3-dioxoisoindolin-2-yl)butylamino]pyrazolo[1,5-a]pyridin-4-yl]phenoxy]pyrrolidine-1,2-dicarboxylate O=C1N(C(C2=CC=CC=C12)=O)CCCCNC1=NN2C(C(=CC=C2)C=2C=C(O[C@H]3C[C@H](N(C3)C(=O)OC(C)(C)C)C(=O)OC)C=CC2)=C1